COC(C1=C(C=C(C=C1\C=C\C=1N(C=CC1)C)OC)OC)=O (E)-2,4-dimethoxy-6-[2-(1-methyl-1H-pyrrol-2-yl)vinyl]benzoic acid methyl ester